[6-(3-cyclopropyl-1H-1,2,4-triazol-5-yl)-2-azaspiro[3.3]heptan-2-yl]-[6-[[4-(trifluoromethylsulfonimidoyl)pyrazol-1-yl]methyl]-2-azaspiro[3.3]heptan-2-yl]methanone C1(CC1)C1=NNC(=N1)C1CC2(CN(C2)C(=O)N2CC3(C2)CC(C3)CN3N=CC(=C3)S(=O)(=N)C(F)(F)F)C1